ClC=1C=C(C=CC1C)N(C(C)=O)C1=NC=CC(=C1)NC(CC1=C(C=CC=C1)Cl)=O N-(3-Chloro-4-methylphenyl)-N-{4-[2-(2-chlorophenyl)acetamido]pyridin-2-yl}acetamide